(4-(((3R,4R)-1-(2-cyanoacetyl)-4-methylpiperidin-3-yl) (methyl)amino)-7H-pyrrolo[2,3-d]pyrimidin-7-yl)methyl (S)-2-((tert-butoxycarbonyl) amino)-2-phenylacetate C(C)(C)(C)OC(=O)N[C@H](C(=O)OCN1C=CC2=C1N=CN=C2N(C)[C@H]2CN(CC[C@H]2C)C(CC#N)=O)C2=CC=CC=C2